C1(CC1)C1CCC(CC1)OC[C@H]1[C@H](CCC2=CC=C(C(N12)=O)C)NS(=O)(=O)C1CC1 |o1:11,12| rel-N-[(3S,4R)-4-({[(1s,4S)-4-cyclopropylcyclohexyl]oxy}methyl)-7-methyl-6-oxo-1,3,4,6-tetrahydro-2H-quinolizin-3-yl]cyclopropanesulfonamide